[Si](O)(O)(O)O.C(C)O.C(C)O.C(C)O.C(C)O tetraethanol orthosilicate